2-(6-bromo-4-isopropyl-1-oxophthalazin-2(1H)-yl)-N-(5-fluoropyrimidin-4-yl)acetamide 2,2,2-Trifluoroethyl-(S)-2-amino-3-(5-chloro-1H-indol-3-yl)propanoate hydrochloride Cl.FC(COC([C@H](CC1=CNC2=CC=C(C=C12)Cl)N)=O)(F)F.BrC=1C=C2C(=NN(C(C2=CC1)=O)CC(=O)NC1=NC=NC=C1F)C(C)C